3-(3-(N-(((1R,2R,3S,4R)-2,3-dihydroxy-4-(7H-pyrrolo[2,3-d]pyrimidin-7-yl)cyclopentyl)methyl)acetamido)prop-1-yn-1-yl)benzamide O[C@@H]1[C@H](C[C@H]([C@@H]1O)N1C=CC2=C1N=CN=C2)CN(C(C)=O)CC#CC=2C=C(C(=O)N)C=CC2